BrC=1C=C(CNC(=O)C=2OC=C(N2)C2=NC(=NC=C2C)NC2=CC=NN2C)C=CC1 N-(3-bromobenzyl)-4-(5-methyl-2-((1-methyl-1H-pyrazol-5-yl)amino)pyrimidin-4-yl)oxazole-2-carboxamide